(benzyl-(2-(1-benzyl-1H-pyrazol-4-yl)-2-hydroxyethyl)amino)propan-2-ol C(C1=CC=CC=C1)N(CC(O)C=1C=NN(C1)CC1=CC=CC=C1)CC(C)O